ClC=1C=C(C=C(C1)NS(=O)(=O)C)NC(=O)C=1N=C(NC1)C1=CC=CC=C1 N-(3-chloro-5-(methylsulfonylamino)phenyl)-2-phenyl-1H-imidazole-4-carboxamide